CC1=C(C=C(C(=O)OC(C)C)C#N)C=CC=C1 isopropyl 2-methyl-α-cyanocinnamate